(5S)-5-[[2,5-dichloro-3-[(7S)-3-(3,5-difluorophenyl)-2,7-dimethyl-5,7-dihydro-4H-pyrazolo[3,4-c]pyridine-6-carbonyl]phenoxy]methyl]oxazolidin-2-one ClC1=C(OC[C@@H]2CNC(O2)=O)C=C(C=C1C(=O)N1[C@H](C=2C(CC1)=C(N(N2)C)C2=CC(=CC(=C2)F)F)C)Cl